(2-dodecen-1-yl)-succinic anhydride C(C=CCCCCCCCCC)C1C(=O)OC(C1)=O